C(CC(C)CCC=C(C)C)CC(=O)O.C(C)(=O)OCCC(CCC=C(C)C)C 3,7-dimethyloct-6-enyl acetate Citronellyl-Acetate